1,1'-((((3',5'-dichloro-[1,1'-biphenyl]-3,5-diyl)bis(methylene))bis(piperidine-1,4-diyl))bis(methylene))bis(3-methylurea) ClC=1C=C(C=C(C1)Cl)C1=CC(=CC(=C1)CN1CCC(CC1)CNC(=O)NC)CN1CCC(CC1)CNC(=O)NC